COC1=CC(=C2C=CC(=NC2=C1)C)C1(CC1)NC(=O)C=1C=C(OCC2N(CC2)C(=O)OC(C)(C)C)C=CC1C tert-butyl 2-((3-((1-(7-methoxy-2-methylquinolin-5-yl)cyclopropyl) carbamoyl)-4-methylphenoxy)methyl)azetidine-1-carboxylate